OCC=1C(=C2C=CC(OC2=CC1OC)(C)C)OCC(O)C1=C(C=C(C=C1)CC)OC1=CC=CC=C1 2-(6-(hydroxymethyl)-7-methoxy-2,2-dimethyl-2H-chromen-5-yloxy)-1-(2-(phenyloxy)-4-ethylphenyl)ethanol